(1S,3S)-N-(3-(N-cyclopropylsulfamoyl)phenyl)-N-((4-(5-(1,1-difluoroethyl)-1,2,4-oxadiazol-3-yl)bicyclo[2.2.2]octan-1-yl)methyl)-3-hydroxy-3-(trifluoromethyl)cyclobutane-1-carboxamide C1(CC1)NS(=O)(=O)C=1C=C(C=CC1)N(C(=O)C1CC(C1)(C(F)(F)F)O)CC12CCC(CC1)(CC2)C2=NOC(=N2)C(C)(F)F